di-methyltin dilaurate C(CCCCCCCCCCC)(=O)[O-].C(CCCCCCCCCCC)(=O)[O-].C[Sn+2]C